ClC1=CC=CC2=C1NC(=N2)C(=O)N2C(C1=C(N=CN=C1)CC2)C (7-chloro-1H-benzo[d]imidazol-2-yl)(5-methyl-7,8-dihydropyrido[4,3-d]pyrimidin-6(5H)-yl)methanone